6-Methyl-N-(5-(3'-methyl-2'-oxo-2',3'-dihydrospiro[cyclobutane-1,1'-pyrrolo[2,3-c]quinolin]-8'-yl)-2-(3-(piperidin-1-yl)propoxy-2,2-d2)pyridin-3-yl)pyridine-3-sulfonamide CC1=CC=C(C=N1)S(=O)(=O)NC=1C(=NC=C(C1)C1=CC=2C3=C(C=NC2C=C1)N(C(C31CCC1)=O)C)OCC(CN1CCCCC1)([2H])[2H]